(R)-3-(3,5-dichlorophenyl)-3-(methylamino)propionic acid methyl ester COC(C[C@@H](NC)C1=CC(=CC(=C1)Cl)Cl)=O